NC=1C=2N(C3=CC(=CC=C3N1)C(=O)N([C@@H]1COC3=C1C=CC(=C3)C(F)(F)F)C)C=NC2 (S)-4-amino-N-methyl-N-(6-(trifluoromethyl)-2,3-dihydrobenzofuran-3-yl)imidazo[1,5-a]quinoxaline-8-carboxamide